ClC1=CN=CC(=N1)NC(=O)C1NCC(C1)F N-(6-chloropyrazin-2-yl)-4-fluoropyrrolidine-2-carboxamide